tert-butyl (2S,4S)-4-(8-chloro-6-fluoro-7-(3-methyl-2-(trifluoromethyl)phenyl)-4-(methylthio)-1H-pyrazolo[4,3-c]quinolin-1-yl)-2-(2-hydroxyethyl)piperidine-1-carboxylate ClC1=CC=2C3=C(C(=NC2C(=C1C1=C(C(=CC=C1)C)C(F)(F)F)F)SC)C=NN3[C@@H]3C[C@H](N(CC3)C(=O)OC(C)(C)C)CCO